Tert-butyl (2-((2-hydroxyphenyl)amino)-6-(4-phenylpiperazine-1-carbonyl)pyridin-4-yl)carbamate OC1=C(C=CC=C1)NC1=NC(=CC(=C1)NC(OC(C)(C)C)=O)C(=O)N1CCN(CC1)C1=CC=CC=C1